1-((2-((1H-imidazol-2-yl)amino)pyridin-4-yl)methyl)-5,5-dimethyl-3-(4-((trifluoromethyl)thio)phenyl)imidazolidine-2,4-dione N1C(=NC=C1)NC1=NC=CC(=C1)CN1C(N(C(C1(C)C)=O)C1=CC=C(C=C1)SC(F)(F)F)=O